FC1=CC2=C(N(C(=N2)NC=2OC3=C(N2)C=C(C=C3)CN(CC#C)C)C)C=C1 N-(5-fluoro-1-methyl-1H-benzo[d]imidazol-2-yl)-5-((methyl(prop-2-yn-1-yl)amino)methyl)benzo[d]oxazol-2-amine